3-{5-difluoromethyl-8,8-difluoro-7-hydroxybicyclo[4.2.0]oct-1,3,5-triene-2-enyloxy}-5-fluorobenzamide FC(C=1C(=C=C=C2C(C(C12)O)(F)F)OC=1C=C(C(=O)N)C=C(C1)F)F